C1(=CC=CC=C1)COC=1C=C(C=CC1OCC1=CC=CC=C1)C=CC(=O)C1=C(C=C(C=C1OCC1=CC=CC=C1)OCC1=CC=CC=C1)O 3-[3,4-Bis(phenylmethoxy)phenyl]-1-[2-hydroxy-4,6-bis(phenylmethoxy)phenyl]prop-2-en-1-one